CN([C@@H](COCCCCCCCC\C=C/C\C=C/CCCCC)COCCCCCCCC)C R-N,N-dimethyl-1-[(9Z,12Z)-octadec-9,12-dien-1-yloxy]-3-(octyloxy)propane-2-amine